(+/-)-trans-N-[8-amino-5-chloro-6-(4-methyl-3-pyridyl)-2,7-naphthyridin-3-yl]-2-(1H-pyrazol-4-yl)cyclopropanecarboxamide NC=1N=C(C(=C2C=C(N=CC12)NC(=O)[C@H]1[C@@H](C1)C=1C=NNC1)Cl)C=1C=NC=CC1C |r|